N,N-dimethylpropan-2-yn-1-amine CN(CC#C)C